[1,3-bis(2,6-diisopropylphenyl)imidazolidin-2-ylidene]-(difluoromethyl)silver C(C)(C)C1=C(C(=CC=C1)C(C)C)N1C(N(CC1)C1=C(C=CC=C1C(C)C)C(C)C)=[Ag]C(F)F